[3-(trihydroxysilyl) propyl](methyl) phosphate P(=O)(OCCCC[Si](O)(O)O)([O-])[O-]